2-(sec-butyl)-3-ethylbenzo[4,5]imidazo[1,2-a]pyrimidin-4(10H)-one C(C)(CC)C=1N=C2N(C(C1CC)=O)C1=C(N2)C=CC=C1